2,6-dimethyl-4-(3-nitrophenyl)-3,5-pyridinedicarboxylic acid 2-methoxyethyl ester isopropyl ester C(C)(C)OC(=O)C=1C(=C(C(=NC1C)C)C(=O)OCCOC)C1=CC(=CC=C1)[N+](=O)[O-]